The molecule is a 3-oxo Delta(4)-steroid that is estr-4-en-3-one substituted by a beta-hydroxy group at position 17. It has a role as a human metabolite. It is a 17beta-hydroxy steroid, a 3-oxo-Delta(4) steroid and an anabolic androgenic steroid. It derives from a hydride of an estrane. C[C@]12CC[C@H]3[C@H]([C@@H]1CC[C@@H]2O)CCC4=CC(=O)CC[C@H]34